[5-Chloro-3-(2-ethylpyrazol-3-yl)pyrazolo[1,5-a]pyrimidin-2-yl]benzonitrile ClC1=NC=2N(C=C1)N=C(C2C=2N(N=CC2)CC)C2=C(C#N)C=CC=C2